OC1=C(C=CC=C1)C1=CC=C(C=C1)O 2,4'-dihydroxybiphenyl